FC(C(=O)O)(F)F.FC1=C(C=C(C=C1)NC(C=C)=O)NC1=NC(=NC=C1C1=CC=C(C=C1)C(C)C)NC=1C=NN(C1)C N-(4-fluoro-3-((5-(4-isopropylphenyl)-2-((1-methyl-1H-pyrazol-4-yl)amino)pyrimidin-4-yl)amino)phenyl)acrylamide trifluoroacetate